NC1=C(C=CC(=C1)OC(F)(F)F)C(=O)N1CCC(CC1)C1=C2C(=NC=C1)NC(=N2)[C@@H]2COCC2 |r| (rac)-[2-amino-4-(trifluoromethoxy)phenyl]-[4-(2-tetrahydrofuran-3-yl-3H-imidazo[4,5-b]pyridin-7-yl)-1-piperidyl]methanone